7-Ethyl-4-(4-fluoro-3-(6-methoxy-3-(methylsulfonyl)-1H-indol-5-yl)phenyl)-7H-imidazo[4,5-c]pyridazine C(C)N1C=NC2=C1N=NC=C2C2=CC(=C(C=C2)F)C=2C=C1C(=CNC1=CC2OC)S(=O)(=O)C